NC1=NC=C(C=C1)C(F)(F)F 2-Amino-5-(trifluoromethyl)pyridine